(S)-N-(4-(hexahydropyrrolo[1,2-a]pyrazin-2(1H)-yl)phenyl)-4-((8-methyl-2,3-dihydro-1H-pyrido[2,3-b][1,4]oxazin-7-yl)amino)-2-oxo-1,2-dihydropyridine-3-carboxamide C1[C@H]2N(CCN1C1=CC=C(C=C1)NC(=O)C=1C(NC=CC1NC1=C(C3=C(OCCN3)N=C1)C)=O)CCC2